C(C)(=O)OC1OCC2=C(C(=CC=C12)C1(CC(CCC1)(C)C)C)CC 1-Acetoxy-4-Ethyl-5-(1,3,3-Trimethylcyclohexyl)-1,3-Dihydroisobenzofuran